5-(5H-benzofuro[3,2-c]carbazol-6-yl)-N1,N1,N3,N3-tetrakis(4-(tert-butyl)phenyl)benzene-1,3-diamine C1=C2C=3C4=C(C=C(C3NC2=CC=C1)C=1C=C(C=C(C1)N(C1=CC=C(C=C1)C(C)(C)C)C1=CC=C(C=C1)C(C)(C)C)N(C1=CC=C(C=C1)C(C)(C)C)C1=CC=C(C=C1)C(C)(C)C)C1=C(O4)C=CC=C1